COC1=C(C(=CC(=C1)C1=CN(C(C2=CN=CC=C12)=O)C)OC)CN1CCC2(CN(CCO2)CCCCCOC=2C=C3C(N(C(C3=CC2)=O)C2C(NC(CC2)=O)=O)=O)CC1 5-[[5-(9-[[2,6-dimethoxy-4-(2-methyl-1-oxo-2,7-naphthyridin-4-yl)phenyl]methyl]-1-oxa-4,9-diazaspiro[5.5]undecan-4-yl)pentyl]oxy]-2-(2,6-dioxopiperidin-3-yl)isoindole-1,3-dione